2,3-dimethyl-furan CC=1OC=CC1C